5,6,7-trifluoro-1-methyl-1H-[1,2,3]triazolo[4,5-c]isoquinoline FC1=NC2=C(C=3C=CC(=C(C13)F)F)N(N=N2)C